ClC1=C(C(=CC=C1)Cl)C1=NOC(=C1COC=1N=CC(=NC1)C1(CC(C1)C=1C=C(C(=O)[O-])C=C(C1)C)O)C(C)C 3-(3-(5-((3-(2,6-dichlorophenyl)-5-isopropylisoxazol-4-yl) methoxy) pyrazin-2-yl)-3-hydroxycyclobutyl)-5-methylbenzoate